Bicyclo[1.1.1]pentane-1,3-diyl-dimethanol C12(CC(C1)(C2)CO)CO